5-(aminomethyl)-2,3-dihydro-1λ6-benzothiophene-1,1-dione NCC=1C=CC2=C(CCS2(=O)=O)C1